2-(triazol-1-yl)benzoic acid C1=CC=C(C(=C1)C(=O)O)N2C=CN=N2